C(CCC)OC=1C2=CC=CC=C2C(=C2C=CC=CC12)OCCCC 9,10-bis(n-butoxy)anthracene